1-(7-fluoro-4,8-dimethylquinazolin-2-yl)guanidine FC1=CC=C2C(=NC(=NC2=C1C)NC(=N)N)C